OC1=C(C(C(=O)O)=CC=C1)O (R)-3-Hydroxysalicylic acid